5-methyl-6-(piperidin-4-yl)pyridazin-3-amine dihydrochloride Cl.Cl.CC=1C=C(N=NC1C1CCNCC1)N